C(#N)CC1N(CC=C(C1)C1=C2C(=NC(=C1)NC(=O)C1CC1)NC=C2)C(=O)OCC(CO)(CC)CC 2,2-diethyl-1,3-propanediol cyanomethyl-4-(6-(cyclopropanecarboxamido)-1H-pyrrolo[2,3-b]pyridin-4-yl)-3,6-dihydropyridine-1(2H)-carboxylate